5-fluoro-2-((4-(7-(((1S,3S,4R)-5-(2H2)-methylene-2-azabicyclo(2.2.2)oct-3-yl)carbonyl)-2,7-diazaspiro(3.5)non-2-yl)-5-pyrimidinyl)oxy)-N,N-bis(1-methylethyl)-benzamide FC=1C=CC(=C(C(=O)N(C(C)C)C(C)C)C1)OC=1C(=NC=NC1)N1CC2(C1)CCN(CC2)C(=O)[C@H]2N[C@@H]1CC([C@H]2CC1)=C([2H])[2H]